ClC=1C(=C(C=CC1)N1CCC(CC1)NC(OC(C)(C)C)=O)C1=CC=NS1 tert-butyl N-[1-(3-chloro-2-isothiazol-5-yl-phenyl)-4-piperidyl]carbamate